C(C1=CC=CC=C1)NC=1C=2N(N=C(C1)Cl)C(=NN2)C2CC2 N-benzyl-6-chloro-3-cyclopropyl-[1,2,4]triazolo[4,3-b]pyridazin-8-amine